1H-pyrrole-2-carboxylic acid methyl ester hydrochloride Cl.COC(=O)C=1NC=CC1